ClC=1C=CC(=C(C1)S(=O)(=O)NC1=CC=C(C=C1)C1=NC(=C2C(=N1)NN=C2C)O[C@@H]2CN(C[C@@H]2F)CC)F 5-chloro-N-[4-(4-{[(3R,4S)-1-ethyl-4-fluoropyrrolidin-3-yl]oxy}-3-methyl-1H-pyrazolo[3,4-d]pyrimidin-6-yl)phenyl]-2-fluorobenzenesulfonamide